[C@@H]1([C@H](S)[C@H](O)[C@@H](CO)O1)N1C(=O)N=C(N)C=C1 2'-thiocytidine